C(C)(C)(C)OC(=O)N1CCN(CC1)C1CN(C1)C1=C(C(=NC(=C1)C(F)(F)F)N1CCC(CC1)C1=C(C=NN1C)C)Br.C(CCCCCCCCCCCCCCC)N(C1=CC=CC=C1)CCCCCCCCCCCCCCCC N,N-bis(hexadecyl)aniline tert-butyl-4-(1-(3-bromo-2-(4-(1,4-dimethyl-1H-pyrazol-5-yl)piperidin-1-yl)-6-(trifluoromethyl)pyridin-4-yl)azetidin-3-yl)piperazine-1-carboxylate